CC1C2(CC1(C2)F)C(=O)O.SC=2NC=C(C[C@H](N)C(=O)O)N2 2-sulfhydryl-histidine methyl-3-fluorobicyclo[1.1.1]pentane-1-carboxylate